C12(CC3CC(CC(C1)C3)C2)NCC2=CC=C(CSC3=C1CN(C(C1=CC(=C3)F)=O)C3C(NC(CC3)=O)=O)C=C2 3-(4-((4-(((adamantan-1-yl)amino)methyl)benzyl)thio)-6-fluoro-1-oxoisoindolin-2-yl)piperidine-2,6-dione